1-isopropyl-3-(2-(tribromomethyl)phenyl)-5-methyl-pyrazole-4-ol C(C)(C)N1N=C(C(=C1C)O)C1=C(C=CC=C1)C(Br)(Br)Br